C1(CCC1)C=O cyclobutane-1-carbaldehyde